(R)-tert-butyl (3-cyanobut-3-en-2-yl)carbamate C(#N)C([C@@H](C)NC(OC(C)(C)C)=O)=C